Bis(2-(acryloyloxy) ethyl) malonate C(CC(=O)OCCOC(C=C)=O)(=O)OCCOC(C=C)=O